3-(4-Fluoro-2-(trifluoromethyl)benzyl)-5,6,8,9-tetrahydro-7H-imidazo[1,2-d][1,4]diazepine-7-carboxylic acid tert-butyl ester C(C)(C)(C)OC(=O)N1CCN2C(CC1)=NC=C2CC2=C(C=C(C=C2)F)C(F)(F)F